1-(5-amino-1,3,4-thiadiazol-2-yl)cyclobutanol NC1=NN=C(S1)C1(CCC1)O